2-(((2,4-dioxo-1,2,3,4-tetrahydroquinazolin-6-yl)sulfonyl)-2-phenylacetyl)-N-(thien-2-ylmethyl)glycine ethyl ester C(C)OC(C(NCC=1SC=CC1)C(C(C1=CC=CC=C1)S(=O)(=O)C=1C=C2C(NC(NC2=CC1)=O)=O)=O)=O